tert-Butyl N-[2-[(4R)-4-benzyloxy-4-[5-[6-chloro-3-nitro-5-(trifluoromethyl)-2-pyridyl]-1,3,4-oxadiazol-2-yl]-5,5,5-trifluoro-pentoxy]-2-methyl-propyl]carbamate C(C1=CC=CC=C1)O[C@@](CCCOC(CNC(OC(C)(C)C)=O)(C)C)(C(F)(F)F)C=1OC(=NN1)C1=NC(=C(C=C1[N+](=O)[O-])C(F)(F)F)Cl